N-((3R,4S)-4-((6-(2,6-dichloro-3,5-dimethoxyphenyl)-8-ethyl-7-thioxo-5,6,7,8-tetrahydropyrimido[4,5-d]pyrimidin-2-yl)amino)tetrahydrofuran-3-yl)acrylamide ClC1=C(C(=C(C=C1OC)OC)Cl)N1C(N(C2=C(C1)C=NC(=N2)N[C@H]2[C@H](COC2)NC(C=C)=O)CC)=S